S(N)(=O)(=O)C[C@@H](C)NC(OCC1=CC=CC=C1)=O benzyl (R)-(1-sulfamoylpropan-2-yl)carbamate